O[C@@H](C)C(CCC)=O (S)-2-hydroxyhexan-3-one